N[C@]1(CN(C[C@@H]1CCCB(O)O)CCN(CC)CC)C(=O)O (3R,4S)-3-amino-4-(3-boronopropyl)-1-(2-(diethylamino)ethyl)pyrrolidine-3-carboxylic acid